(S)-8-(2-amino-6-((R)-1-(3'-carbamoyl-5-chloro-[1,1'-biphenyl]-2-yl)-2,2,2-trifluoroethoxy)pyrimidin-4-yl)-2,8-diazaspiro[4.5]decane-3-carboxylic acid NC1=NC(=CC(=N1)N1CCC2(C[C@H](NC2)C(=O)O)CC1)O[C@@H](C(F)(F)F)C1=C(C=C(C=C1)Cl)C1=CC(=CC=C1)C(N)=O